ClC1=C(C=CC(=C1)OC1=CC=CC=C1)C(=O)C1=CNC=2N=CN=C(C21)NCC(=O)N2CCN(CC2)C 2-[(5-{[2-chloro-4-(phenyloxy)phenyl]carbonyl}-7H-pyrrolo[2,3-d]pyrimidin-4-yl)amino]-1-(4-methylpiperazin-1-yl)ethan-1-one